4-(2-Amino-2-methylpropanoyl)-N-{1-[4-({1-amino-5-azaspiro[2.4]heptan-5-yl}methyl)phenyl]-2-oxo-1,2-dihydropyrimidin-4-yl}piperazine-1-carboxamide Hydrochloride Salt Cl.NC(C(=O)N1CCN(CC1)C(=O)NC1=NC(N(C=C1)C1=CC=C(C=C1)CN1CC2(CC2N)CC1)=O)(C)C